6-methylthieno[3,2-c][1,2]thiazol-3-amine CC1=CSC=2C1=NSC2N